OC=1C=C(C=CC1)C(CC(=O)O)O 3-(3-Hydroxy-phenyl)-3-hydroxypropanoic acid